C(#N)C1CCN(CC1)C(=O)NC=1SC(=C(N1)C1=CC(=CC=C1)C#N)C1=CC(=NC(=C1)C)CO 4-Cyano-N-[4-(3-cyanophenyl)-5-[2-(hydroxymethyl)-6-methyl-4-pyridyl]thiazol-2-yl]piperidin-1-carboxamid